2-(5-tert-butyl-1H-tetrazol-1-yl)acetic acid C(C)(C)(C)C1=NN=NN1CC(=O)O